phenoxy(dimethyl)silane O(C1=CC=CC=C1)[SiH](C)C